N1C=C(C2=CC=CC=C12)CCC1N(CCC2=CC(=C(C=C12)OC)OCC1CC1)CC1CCOCC1 1-(2-(1H-indol-3-yl)ethyl)-6-(cyclopropylmethoxy)-7-methoxy-2-((tetrahydro-2H-pyran-4-yl)methyl)-1,2,3,4-tetrahydroisoquinoline